diallylmethyl-ethylammonium ethyl-sulfate C(C)OS(=O)(=O)[O-].C(C=C)C(CC=C)[NH2+]CC